SC=1C=COC1 4-mercaptofuran